C(#N)C1=CC(=C(OCC2=CC=CC(=N2)NC2CCN(CC2)CC2=NC3=C(N2C[C@H]2OCC2)C=C(C=C3)C(=O)OC)C=C1)F methyl (S)-2-((4-((6-((4-cyano-2-fluorophenoxy) methyl) pyridin-2-yl) amino) piperidin-1-yl) methyl)-1-(oxetan-2-ylmethyl)-1H-benzo[d]imidazole-6-carboxylate